N[C@H](C=1N=C2N(N=CC(=C2)[C@H](N2C(NCC(C2)(F)F)=O)C2CC2)C1)C1CCC(CC1)(F)F 1-((R)-(2-((S)-amino(4,4-difluorocyclohexyl)methyl)imidazo[1,2-b]pyridazin-7-yl)(cyclopropyl)methyl)-5,5-difluorotetrahydropyrimidin-2(1H)-one